C(C)(=O)N1C[C@@H](OCC1)CC1=C(N=C2N1C=CC(=C2)C(F)F)C2=C(C=C(C(=O)NC)C=C2F)F (S)-4-(3-((4-acetylmorpholin-2-yl)methyl)-7-(difluoromethyl)imidazo[1,2-a]pyridin-2-yl)-3,5-difluoro-N-methylbenzamide